The molecule is a kaempferol O-glucoside that is the decaacetate ester derivative of paeonoside. Isolated from the aerial parts of Delphinium staphisagria, it exhibits trypanocidal activity. It has a role as a metabolite, a trypanocidal drug and a plant metabolite. It is a beta-D-glucoside, an acetate ester and a kaempferol O-glucoside. It derives from a kaempferol-3-O-beta-D-glucopyranosyl-7-O-beta-D-glucopyranoside. CC(=O)OC[C@@H]1[C@H]([C@@H]([C@H]([C@@H](O1)OC2=CC3=C(C(=C2)OC(=O)C)C(=O)C(=C(O3)C4=CC=C(C=C4)OC(=O)C)O[C@H]5[C@@H]([C@H]([C@@H]([C@H](O5)COC(=O)C)OC(=O)C)OC(=O)C)OC(=O)C)OC(=O)C)OC(=O)C)OC(=O)C